CN(C(/C=C/CC[C@@H](C(=O)NC=1C(N(C=CC1)CC1=CC2=NC=C(C(=C2N1)OC(C)C)F)=O)NC(OC)=O)=O)C methyl (S,E)-(7-(dimethylamino)-1-((1-((6-fluoro-7-isopropoxy-1H-pyrrolo[3,2-b]pyridin-2-yl)methyl)-2-oxo-1,2-dihydropyridin-3-yl)amino)-1,7-dioxohept-5-en-2-yl)carbamate